4-amino-3-(4-carboxyphenoxy)propane NC1(CC=C(OCCC)C=C1)C(=O)O